C(CCCCCCCCCCCC#CC(=O)O)C#CC(=O)O.CC1(C(=C(C1)C1=C(C=CC=C1)NC(C)=O)C1=CC(=CC=C1)OC)C N-(2-(3,3-dimethyl-2-(3-methoxyphenyl)cyclobut-1-en-1-yl)phenyl)acetamide 1,12-dodecanediyl-dipropiolate